N(=[N+]=[N-])C=1C=C(C(C(=O)NCCSSCCNC(C=2C(O)=CC(=CC2)N=[N+]=[N-])=O)=CC1)O bis[2-(4-azidosalicylamido)ethyl]Disulfide